FC1=CC=C2C=C(C(NC2=C1)=O)C=1N=NN(C1)C1=CC=C(C=C1)C(=O)N1CCNCC1 7-fluoro-3-{1-[4-(piperazine-1-carbonyl)-phenyl]-1H-[1,2,3]triazol-4-yl}-1H-quinolin-2-one